NCC1=CC=C(C=C1)NC1=C(C(N(N=C1)C)=O)Cl 5-((4-(aminomethyl)phenyl)amino)-4-chloro-2-methylpyridazin-3(2H)-one